ClC=1N=C2C(=C(C=NC2=CC1)NC(=O)NC=1C=NC(=C(C1)C(F)(F)F)N1N=CC(=N1)COC)[C@H](C)OC (S)-N-(6-chloro-4-(1-methoxyethyl)-1,5-naphthyridin-3-yl)-N'-{6-(4-(methoxymethyl)-2H-1,2,3-triazol-2-yl)-5-(trifluoromethyl)pyridin-3-yl}urea